1-methyl-7-methylsulfanyl-3-[(4S)-8-methyl-1,2,3,4-tetrahydroquinolin-4-yl]-4H-pyrimido[4,5-d]pyrimidin-2-one CN1C(N(CC=2C1=NC(=NC2)SC)[C@H]2CCNC1=C(C=CC=C21)C)=O